C(CCC)[Sn](C1=C(CC2=CC=CC=C12)C(=O)OCC)(CCCC)CCCC Ethyl 3-(tributylstannyl)-1H-indene-2-carboxylate